O=C1NC(C2=CC=CC=C12)=O 1,3-dioxo-2,3-dihydro-1H-isoindol